3-isopropylbenzo[d]Oxazol-2(3H)-one C(C)(C)N1C(OC2=C1C=CC=C2)=O